2-(4-methoxy-1-piperidyl)-N-(3-sulfamoylphenyl)-5-(trifluoromethyl)pyridine-3-carboxamide Ethyl-(2R,4R)-4-methyl-2-piperidinecarboxylate C(C)OC(=O)[C@@H]1NCC[C@H](C1)C.COC1CCN(CC1)C1=NC=C(C=C1C(=O)NC1=CC(=CC=C1)S(N)(=O)=O)C(F)(F)F